(S)-quinuclidin-3-yl (6-(2-chlorophenyl)-2,2-dimethyl-1,2,3,4-tetrahydronaphthalen-1-yl)carbamate ClC1=C(C=CC=C1)C=1C=C2CCC(C(C2=CC1)NC(O[C@@H]1CN2CCC1CC2)=O)(C)C